C(CCC)SC(N)=[NH2+] S-butyl-isothiouronium